FC=1C(=CC(=C(C(=O)NC2=C(C=CC=C2C)F)C1)O[C@@H](C)CCC)N1N=C(N(C1=O)C)[C@H](C)O 5-fluoro-N-(2-fluoro-6-methylphenyl)-4-{3-[(1S)-1-hydroxyethyl]-4-methyl-5-oxo-4,5-dihydro-1H-1,2,4-triazol-1-yl}-2-[(2S)-pentan-2-yloxy]benzamide